C(C)(C)(C)C1=CC=C(C=C1)NC1=CC(=CC=C1)N(C1=CC=C(C=C1)C)C1=CC=C(C=C1)C N1-(4-(tert-butyl)phenyl)-N3,N3-di-p-tolylbenzene-1,3-diamine